BrC1=CC(=C(C=C1)NC(COC1=C(C=C(C=C1)C(C(=O)NC1CCCCC1)=O)OC)=O)C 2-(4-(2-((4-bromo-2-methylphenyl)amino)-2-oxoethoxy)-3-methoxyphenyl)-N-cyclohexyl-2-oxoacetamide